N-(5-(piperidin-4-yl)pyridin-2-yl)pyrimidin-2-amine N1CCC(CC1)C=1C=CC(=NC1)NC1=NC=CC=N1